11-Chloro-6-methyl-3-(methylthio)-6,11-dihydrodibenzo[c,f][1,2]thiazepine 5,5-dioxide ClC1C2=C(N(S(C3=C1C=CC(=C3)SC)(=O)=O)C)C=CC=C2